ClC1CCN(CC1)C1=CC=C(C=N1)C1=C2C=C(C(=CC2=CC2=C1C(OC2)=O)OC)OC 9-(6-(4-chloropiperidin-1-yl)pyridin-3-yl)-6,7-dimethoxynaphtho[2,3-c]furan-1(3H)-one